tris(1-phenylpyrazole) cobalt [Co].C1(=CC=CC=C1)N1N=CC=C1.C1(=CC=CC=C1)N1N=CC=C1.C1(=CC=CC=C1)N1N=CC=C1